CC12CC3(CC(CC(C1)(C3)C)(C2)C)NC(CN2C(C(=CC=C2)NC([C@H](CC/C=C/C(=O)OC)NC(=O)C2=C(N=C(S2)C(F)(F)F)C)=O)=O)=O (S,E)-methyl 7-(1-(2-(3,5,7-trimethyl-1-adamantylamino)-2-oxoethyl)-2-oxo-1,2-dihydropyridin-3-ylamino)-6-(4-methyl-2-(trifluoromethyl)thiazole-5-carboxamido)-7-oxohept-2-enoate